C(CCC)(=O)N1C(CCC1)C(=O)NS(=O)(=O)C1=CC=C(C2=CC=CC=C12)NC(C1=C(C=CC=C1)C)=O 1-butyryl-N-((4-(2-methylbenzamido)naphthalene-1-yl)sulfonyl)pyrrolidine-2-carboxamide